Ethyl (5S)-5-[3-[[5-(difluoromethoxy)-2-methyl-pyrazol-3-yl]amino]-1,2,4-triazol-4-yl]-2-[[(1R,2S)-2-fluoro cyclopropanecarbonyl]amino]-4,5,6,7-tetrahydrobenzothiophene-3-carboxylate FC(OC=1C=C(N(N1)C)NC1=NN=CN1[C@H]1CCC2=C(C(=C(S2)NC(=O)[C@@H]2[C@H](C2)F)C(=O)OCC)C1)F